FC(COC1=NC=CC=C1CN)(F)F (2-(2,2,2-trifluoroethoxy)pyridin-3-yl)methanamine